4,4'-thiobis(cyclohexane-1,2-dicarboxylic acid) S(C1CC(C(CC1)C(=O)O)C(=O)O)C1CC(C(CC1)C(=O)O)C(=O)O